FC1=CC=CC(=N1)NC(=O)[C@H]1C(N(C[C@@H]1C1=NN(C(=C1)C(F)(F)F)C)C)=O (3S,4R)-N-(6-fluoro-2-pyridyl)-1-methyl-4-[1-methyl-5-(trifluoromethyl)pyrazol-3-yl]-2-oxo-pyrrolidine-3-carboxamide